3-(3-(2-chlorobenzyl)phenyl)-3-(3-(4-hydroxy-1,5-dimethyl-2-oxo-1,2-dihydropyridin-3-yl)ureido)propanoic acid ClC1=C(CC=2C=C(C=CC2)C(CC(=O)O)NC(=O)NC=2C(N(C=C(C2O)C)C)=O)C=CC=C1